ClC1=CC=C(CN2C(=NC=3N(C(N(C(C23)=O)CCCO)=O)C)C#CC=2SC=CC2)C=C1 7-(4-chlorobenzyl)-1-(3-hydroxypropyl)-3-methyl-8-(thien-2-ylethynyl)-3,7-dihydro-1H-purine-2,6-dione